O1C=C(C2=C1C=CC=C2)C[C@H](NC(C(NC2=NC=CN=C2)=O)=O)B2OC(C(O2)(CC(=O)O)CC(=O)O)=O (R)-2,2'-(2-(2-(benzofuran-3-yl)-1-(2-oxo-2-(pyrazin-2-ylamino)acetamido)ethyl)-5-oxo-1,3,2-dioxaborolan-4,4-diyl)diacetic acid